C[C@H]1OC2=NC=CC(C3=NN(C=4C=CC(OCCCOC1)=CC34)C3OCCCC3)=N2 (8R)-8-methyl-19-(oxan-2-yl)-7,10,14-trioxa-5,19,20,23-tetraazatetracyclo[13.5.2.12,6.018,21]tricosa-1(20),2(23),3,5,15(22),16,18(21)-heptaene